C(C)(C)(C)OC(N(C1=NC(=NC=C1OC)Cl)C(=O)OC(C)(C)C)=O (tert-Butoxycarbonyl)-N-(2-chloro-5-methoxypyrimidin-4-yl)carbamic acid tert-butyl ester